3-chloro-5,8,8-trimethyl-5-(3-(methylsulfonyl)phenyl)-7,8,9,10-tetrahydropyrido[2,3-b][1,6]naphthyridin-6(5H)-one ClC1=CC2=C(NC=3CC(NC(C3C2(C2=CC(=CC=C2)S(=O)(=O)C)C)=O)(C)C)N=C1